C(N)(=O)C1=C(C2=C(NC(=N2)C=2C3=C(SC2C(=O)OCC)C(=CC=C3Cl)F)C=C1)OC Ethyl 3-(5-carbamoyl-4-methoxy-1H-benzo[d]imidazol-2-yl)-4-chloro-7-fluorobenzo[b]thiophene-2-carboxylate